C(C1=CC=CC=C1)C(CCCN)N benzyl-butane-1,4-diamine